NC1(C(=C2C=CC=CC2=CC1)C1=C(C=CC2=CC=CC=C12)O)O 2-amino-2'-hydroxy-1,1'-binaphthol